azeloylglycine C(CCCCCCCC(=O)O)(=O)NCC(=O)O